1-((2S,6R)-4-(6-chloro-8-fluoro-7-(2-fluoro-6-hydroxy-phenyl)quinazolin-4-yl)-2,6-dimethyl-piperazin-1-yl)prop-2-en-1-one ClC=1C=C2C(=NC=NC2=C(C1C1=C(C=CC=C1O)F)F)N1C[C@@H](N([C@@H](C1)C)C(C=C)=O)C